NC1=NC=CC=C1C1=NC=2C(=NC(=CC2)C2=CC=CC=C2)N1C1=CC=C(CN2CCC(CC2)N(C(C2=CC(=C(C=C2)O)C=O)=O)C)C=C1 N-(1-(4-(2-(2-aminopyridin-3-yl)-5-phenyl-3H-imidazo[4,5-b]pyridin-3-yl)benzyl)piperidin-4-yl)-3-formyl-4-hydroxy-N-methylbenzamide